N-(2,3-difluorophenyl)-2-oxo-4-[3-(trifluoromethyl)phenyl]pyrrolidine-3-carboxamide FC1=C(C=CC=C1F)NC(=O)C1C(NCC1C1=CC(=CC=C1)C(F)(F)F)=O